NC=1N=C(SC1C(C1=CC=C(C=C1)C)=O)N(C1=CC=C(C=C1)F)[C@H](C(=O)N)C (S)-2-(N-[4-amino-5-(4-methylbenzoyl)thiazol-2-yl]-4-fluoro-anilino)propanamide